bromospiro[cyclohexane-1,9'-fluorene] BrC1=CC=CC=2C3=CC=CC=C3C3(C12)CCCCC3